dicyclohexyl-diisopropyl-oxysilane C1(CCCCC1)[Si](OC(C)C)(OC(C)C)C1CCCCC1